1-(6-(7-chloro-8-(5-methyl-1H-indazol-4-yl)chroman-6-yl)-2,6-diazaspiro[3.4]octan-2-yl)prop-2-en-1-one ClC1=C(C=C2CCCOC2=C1C1=C2C=NNC2=CC=C1C)N1CC2(CN(C2)C(C=C)=O)CC1